ClC1=C(OC2CCN(CC2)CC2CCN(CC2)C(=O)OC(C)(C)C)C=CC(=C1)C1=CN(C(C2=CN=CC=C12)=O)C tert-butyl 4-((4-(2-chloro-4-(2-methyl-1-oxo-1,2-dihydro-2,7-naphthyridin-4-yl)phenoxy)piperidin-1-yl)methyl)piperidine-1-carboxylate